N-allyl-5-formyl-2,4-dimethyl-1H-pyrrole-3-carboxamide C(C=C)NC(=O)C1=C(NC(=C1C)C=O)C